CC(CC/C=C(\C)/CO)CCO 8-hydroxycitronellol